COC(COCCCBr)=O 2-(3-bromopropyloxy)acetic acid methyl ester